2,4-DIMETHYL-OCTANE CC(C)CC(CCCC)C